(2-{6-chloro-4-[4-fluoro-2-(4-methyl-1,2,4-triazol-3-yl)phenyl]pyridin-2-yl}-7-(trifluoromethyl)-1H-1,3-benzodiazol-5-yl)methanol ClC1=CC(=CC(=N1)C1=NC2=C(N1)C(=CC(=C2)CO)C(F)(F)F)C2=C(C=C(C=C2)F)C2=NN=CN2C